C(C=C)CC12CCC(C=C1)C2 allylmethylbicyclo[2.2.1]hept-5-ene